N,7-di-tert-butyl-2-methyl-7H-benzo[d]pyrido[1',2':1,2]imidazo[4,5-f][1,3]diazepin-6-amine C(C)(C)(C)NC=1N(C2=C(C3=C(N1)C=CC(=C3)C)N=C3N2C=CC=C3)C(C)(C)C